C(C)(=O)OC(C)(C)C 1,1-dimethylethyl acetate